COC1=NC=C(C2=C(C=CC=C12)S(=O)(=O)N1CCC2=NC=C(C=C21)C#N)C 1-[(1-methoxy-4-methyl-5-isoquinolyl)sulfonyl]-2,3-dihydropyrrolo[3,2-b]pyridine-6-carbonitrile